2-(7-(3-(2-(2-(2-((2-(2,6-dioxopiperidin-3-yl)-1,3-dioxoisoindolin-5-yl)oxy)ethoxy)ethoxy)ethoxy)propyl)-1-oxoisoindolin-2-yl)-2-(5-fluoro-2-hydroxyphenyl)-N-(thiazol-2-yl)acetamide O=C1NC(CCC1N1C(C2=CC=C(C=C2C1=O)OCCOCCOCCOCCCC=1C=CC=C2CN(C(C12)=O)C(C(=O)NC=1SC=CN1)C1=C(C=CC(=C1)F)O)=O)=O